CCCCCCCCCCCCC(/C=C/[C@H]([C@H](CO)N)O)O The molecule is a sphingoid that is sphingosine with an additional hydroxy group at position 6 It has a role as a metabolite. It is a sphingoid, an amino alcohol and a triol. It derives from a sphingosine.